C1(=CC=CC=C1)C#CC=1SC=C(N1)C(=O)OC(C)(C)C tert-Butyl 2-(phenylethynyl)thiazole-4-carboxylate